FC1=C(C=C(C(=C1)C=1N=NNC1)F)NC(=O)C1=C(N=C(NC1=O)SC)O N-(2,5-difluoro-4-(1H-1,2,3-triazol-4-yl)phenyl)-4-hydroxy-2-(methylthio)-6-oxo-1,6-dihydropyrimidine-5-carboxamide